NCC=1SC(=CN1)B(O)O 2-(AMINOMETHYL)THIAZOL-5-YLBORONIC ACID